benzyl (2R)-2-aminopropionate hydrochloride Cl.N[C@@H](C(=O)OCC1=CC=CC=C1)C